(6aR,9aS)-2-(4-(6-fluoropyridin-2-yl)benzyl)-5-methyl-3-(phenyl-amino)-5,6a,7,8,9,9a-hexahydrocyclopenta-[4,5]imidazo[1,2-a]pyrazolo[4,3-e]pyrimidin-4(2H)-one monophosphate P(=O)(O)(O)O.FC1=CC=CC(=N1)C1=CC=C(CN2N=C3C(C(N(C=4N3[C@@H]3[C@H](N4)CCC3)C)=O)=C2NC2=CC=CC=C2)C=C1